C(C1CO1)OC1=CC=C(C=C1)C(C)(C)C1=CC=C(C=C1)OCC1CO1 2,2-bis(p-glycidyloxyphenyl)propane